[m-(isopropylthio)phenyl]hydrazine C(C)(C)SC=1C=C(C=CC1)NN